N-((3S,4R)-4-((6-(2,6-dichloro-3,5-dimethoxyphenyl)quinazolin-2-yl)amino)pyrrolidin-3-yl)acrylamide ClC1=C(C(=C(C=C1OC)OC)Cl)C=1C=C2C=NC(=NC2=CC1)N[C@H]1[C@H](CNC1)NC(C=C)=O